trans-4-((3-fluoroazetidin-1-yl)methyl)-N-(6-(1-methyl-1H-1,2,3-triazol-4-yl)isoquinolin-3-yl)cyclohexane-1-carboxamide FC1CN(C1)C[C@@H]1CC[C@H](CC1)C(=O)NC=1N=CC2=CC=C(C=C2C1)C=1N=NN(C1)C